ClC=1C=C(C=C(C1)C=1OC=CC1)NCCC1=CC=C(C=C1)CCN1[C@@H]([C@H]([C@@H]([C@H](C1)O)O)O)CO (2R,3R,4R,5S)-1-{2-[4-(2-{[3-chloro-5-(furan-2-yl)phenyl]amino}ethyl)phenyl]ethyl}-2-(hydroxymethyl)piperidine-3,4,5-triol